NC[C@@H](C(=O)NCC(=O)NC/C=C/C(=O)OC)NC1CCN(CC1)[C@H](C)C1=CC=CC2=CC=CC=C12 methyl (E)-4-(2-((S)-3-amino-2-((1-((R)-1-(naphthalen-1-yl)ethyl)piperidin-4-yl)amino)propanamido)acetamido)but-2-enoate